FC(C(=O)O)(F)F.C(C)(=O)N1C[C@@H](CCC1)NCC(C1=CC=CC=C1)C=1C=CC(=C(C1)C=1C(=CC=C(C1F)OCCOC)C(=O)N)Cl 5'-(2-(((R)-1-acetylpiperidin-3-yl)amino)-1-phenylethyl)-2'-chloro-6-fluoro-5-(2-methoxyethoxy)-[1,1'-biphenyl]-2-carboxamide trifluoroacetate